3-((2S)-2-hydroxy-3-(8-(4-isopropyl-3,4-dihydro-2H-benzo[b][1,4]oxazin-6-ylsulfonyl)-1-oxa-8-azaspiro[4.5]decan-3-ylamino)propoxy)-N-methylbenzenesulfonamide O[C@H](COC=1C=C(C=CC1)S(=O)(=O)NC)CNC1COC2(C1)CCN(CC2)S(=O)(=O)C2=CC1=C(OCCN1C(C)C)C=C2